(R)-[(2S)-1-[(2,3,5-trifluorophenyl)methyl]-5-vinyl-quinuclidin-1-ium-2-yl]-(6-methoxy-4-quinolyl)methanol bromide [Br-].FC1=C(C=C(C=C1F)F)C[N+]12[C@@H](CC(C(C1)C=C)CC2)[C@H](O)C2=CC=NC1=CC=C(C=C21)OC